ClC1=C(C=C(N=N1)C1=C(C=C(C=C1)C(F)(F)F)NS(=O)(=O)C)C N-(2-(6-chloro-5-methylpyridazin-3-yl)-5-(trifluoromethyl)phenyl)methanesulfonamide